3H-1-benzoazepine N1=CCC=CC2=C1C=CC=C2